C(C)(C)(C)OC(=O)C1=CC=C(C=C1)N1CCC(CC1)OC1CC(C1)OC=1C=C(C(=CC1)C(=O)OC)C(=O)OC 1,2-dimethyl 4-[(1r,3r)-3-[(1-[4-[(tert-butoxy)carbonyl]phenyl]piperidin-4-yl)oxy]cyclobutoxy]benzene-1,2-dicarboxylate